ClC=1C=CC2=C([C@@H](C[C@@H](O2)C(=O)N[C@H]2[C@@H]3C[C@H]([C@H](C2)O3)NC(COC3=CC(=C(C=C3)Cl)F)=O)O)C1 (2R,4R)-6-chloro-N-{(1S,2R,4S,5R)-5-[2-(4-chloro-3-fluorophenoxy)acetamido]-7-oxabicyclo[2.2.1]hept-2-yl}-4-hydroxy-3,4-dihydro-2H-1-benzopyran-2-carboxamide